N-(4-(3-methyl-4-cyanophenoxy)cyclohexyl)acetamide CC=1C=C(OC2CCC(CC2)NC(C)=O)C=CC1C#N